FC1=C2C(C(N(C2=C(C=C1C(F)(F)F)F)CC(=O)N[C@H]([C@@H](CC(=O)O)C)C)=O)(C)C (3R,4S)-4-(2-(4,7-difluoro-3,3-dimethyl-2-oxo-5-(trifluoromethyl)indol-1-yl)acetamido)-3-methylpentanoic acid